ClC1=CC=C2C(=N1)N(C(=N2)C)CC(C)(O)C 1-(5-Chloro-2-methyl-3H-imidazo[4,5-b]pyridin-3-yl)-2-methylpropan-2-ol